6-(4-(3-(4-chloro-3-fluorophenyl)-1-(1-hydroxy-2-methylpropan-2-yl)-1H-pyrrolo[2,3-b]pyridine-6-carbonyl)-3,3-dimethylpiperazin-1-yl)-2,4-dimethylnicotinic acid ClC1=C(C=C(C=C1)C1=CN(C2=NC(=CC=C21)C(=O)N2C(CN(CC2)C2=NC(=C(C(=O)O)C(=C2)C)C)(C)C)C(CO)(C)C)F